tert-butyl (S)-(1-cycloheptyl-2-((5-(3,5-dimethyl-4H-1,2,4-triazol-4-yl)pyridin-2-yl)amino)-2-oxoethyl)carbamate C1(CCCCCC1)[C@@H](C(=O)NC1=NC=C(C=C1)N1C(=NN=C1C)C)NC(OC(C)(C)C)=O